ClC1=NC=CC2=C1C(=NN2CC#N)C2=NC(=NC(=C2)OC2=CC=C(C=C2)C(F)(F)F)C {4-Chloro-3-[2-methyl-6-(4-trifluoromethyl-phenoxy)-pyrimidin-4-yl]-pyrazolo[4,3-c]pyridin-1-yl}-acetonitrile